1-(4-((1'R,4'S)-7'-hydroxy-1'-methylspiro[cyclohexane-1,3'-isochroman]-4'-yl)phenyl)piperidine-4-carbaldehyde OC1=CC=C2[C@@H](C3(O[C@@H](C2=C1)C)CCCCC3)C3=CC=C(C=C3)N3CCC(CC3)C=O